N-benzyl-N,N-dimethylhexadecylammonium tri(4-trifluoromethoxyphenyl)dodecylborate FC(OC1=CC=C(C=C1)C(CCCCCCCCCCCOB([O-])[O-])(C1=CC=C(C=C1)OC(F)(F)F)C1=CC=C(C=C1)OC(F)(F)F)(F)F.C(C1=CC=CC=C1)[N+](C)(C)CCCCCCCCCCCCCCCC.C(C1=CC=CC=C1)[N+](C)(C)CCCCCCCCCCCCCCCC